FC(CN1N=NC(=C1)C(=O)NCC1=C(C=CC(=C1)OC(F)(F)F)F)CCC=1SC(=NN1)NC(CC1=CN=CS1)=O 1-(2-fluoro-4-(5-(2-(thiazol-5-yl)acetamido)-1,3,4-thiadiazol-2-yl)butyl)-N-(2-fluoro-5-(trifluoromethoxy)benzyl)-1H-1,2,3-triazole-4-carboxamide